1-(4-(bromomethyl)phenyl)-5-methoxy-1H-pyrazole-3-carbonitrile BrCC1=CC=C(C=C1)N1N=C(C=C1OC)C#N